FC=1C=C(C=CC1OC)C1=CN=C2N1C=CN=C2NC2=CC(=C(C(=O)N1CCN(CC1)S(=O)(=O)N)C=C2)C 4-[4-[[3-(3-fluoro-4-methoxyphenyl)imidazo[1,2-a]pyrazin-8-yl]amino]-2-methylbenzoyl]piperazine-1-sulfonamide